C(C)N1N=CC(=C1C(=O)N)F 1-ethyl-4-fluoro-1H-pyrazole-5-carboxamide